FC=1C=C2C(=C(/C(/C2=CC1)=C/C1=CC=C(C=C1)N(CCO)C1=CC=C(C=C1)F)C)CC(=O)O 2-[(1Z)-5-fluoro-1-({4-[(4-fluorophenyl)(2-hydroxyethyl)amino]phenyl}-methylene)-2-methyl-1H-inden-3-yl]acetic acid